C1=CC=C(C=C1)CNC(C(C(=O)O)NCC2=CC=CC=C2)C(=O)O meso-2,3-bis(benzylamino)succinic acid